FC(C(C(C(C(F)(F)F)(F)F)(F)F)(F)F)(F)OC(F)(F)C(C(C(C(F)(F)F)(F)F)(F)F)(F)F perfluorobutylmethyl Ether